tert-butyl (S)-(1-(4-(5-cyanopyridin-2-yl)piperazin-1-yl)-1-oxopropan-2-yl)carbamate C(#N)C=1C=CC(=NC1)N1CCN(CC1)C([C@H](C)NC(OC(C)(C)C)=O)=O